N-(5-Cyanoquinolin-8-yl)-4-(trifluoromethyl)benzamide Zirconium tin [Sn].[Zr].C(#N)C1=C2C=CC=NC2=C(C=C1)NC(C1=CC=C(C=C1)C(F)(F)F)=O